di-tert-butyl-2,2'-dimethyl-(1,1'-biphenyl)-4,4-diol C(C)(C)(C)C=1C(C(C(=C(C1)C1=C(C=CC=C1)C)C)C(C)(C)C)(O)O